C(C)(=O)C=1C=C(C(=NC1)C=1C(=NC(=NC1)C1=NOC(=C1)C(=O)OC(C)(C)C)C)F tert-butyl 3-[5-(5-acetyl-3-fluoro-2-pyridyl)-4-methyl-pyrimidin-2-yl]isoxazole-5-carboxylate